6'-chlorospiro[cyclopentane-1,3'-pyrrolo[3,2-c]pyridin]-2'(1'H)-one ClC1=CC2=C(C=N1)C1(C(N2)=O)CCCC1